CC=1C(=C(CC=2C=C(C#N)C=CC2)C=C(C1)C)OCCN1CCN(CC1)C 3-(3,5-dimethyl-2-(2-(4-methylpiperazin-1-yl)ethoxy)benzyl)benzonitrile